N1=C(C=CC=C1)C1=C(C(=O)NC(C2=CC=C(C=C2)B2OC(C(O2)(C)C)(C)C)=O)C=CC(=C1)B1OC(C(O1)(C)C)(C)C (pyridin-2-yl)-4-(4,4,5,5-tetramethyl-1,3,2-dioxaborolan-2-yl)-N-(4-(4,4,5,5-tetramethyl-1,3,2-dioxaborolan-2-yl)benzoyl)benzamide